ClS(=O)(=O)C=1C=C(C(=O)OC)C=C(C1)C methyl 3-chlorosulfonyl-5-methyl-benzoate